(3S,4R)-3-(5-(ethoxycarbonyl)-2-methylphenyl)-4-hydroxypyrrolidine-1-carboxylic acid tert-butyl ester C(C)(C)(C)OC(=O)N1C[C@@H]([C@H](C1)O)C1=C(C=CC(=C1)C(=O)OCC)C